C(C1=CC=CC=C1)OC1CC(C1)(C(O)([2H])[2H])C(O)([2H])[2H] [3-Benzyloxy-1-[dideuterio(hydroxy)methyl]cyclobutyl]-dideuterio-methanol